4-(2,3,3a,4,5,6,7,7a-octahydro-1H-isoindol-5-ylmethyl)morpholine C1NCC2CC(CCC12)CN1CCOCC1